FC=1C=C(C=CC1F)N1N=CC(=N1)C(=O)O 2-(3,4-difluorophenyl)-2H-1,2,3-triazole-4-carboxylic acid